ClC=1N(N=C2C=CC(=C(C12)Cl)OB(O)O)C (3,4-dichloro-2-methyl-2H-indazol-5-yl)boric acid